2-(6-(5-chloro-2-((oxacyclohex-4-yl)amino)pyrimidin-4-yl)-1-oxoisoindolin-2-yl)-N-((R)-1-(3-methoxyphenyl)ethyl)propionamide ClC=1C(=NC(=NC1)NC1CCOCC1)C1=CC=C2CN(C(C2=C1)=O)C(C(=O)N[C@H](C)C1=CC(=CC=C1)OC)C